(trifluoromethyl)-1,2,4-oxadiazole FC(F)(F)C1=NOC=N1